2-(2-((2-(2,6-dioxopiperidin-3-yl)-1,3-Dioxoisoindolin-5-yl)oxy)ethoxy)ethane-1-sulfonyl chloride O=C1NC(CCC1N1C(C2=CC=C(C=C2C1=O)OCCOCCS(=O)(=O)Cl)=O)=O